(2S,4R)-N-(8-cyclopropyl-8-azabicyclo[3.2.1]octan-3-yl)-1-[(2S)-2-(4-cyclopropyltriazol-1-yl)-3,3-dimethyl-butanoyl]-4-hydroxy-pyrrolidine-2-carboxamide C1(CC1)N1C2CC(CC1CC2)NC(=O)[C@H]2N(C[C@@H](C2)O)C([C@H](C(C)(C)C)N2N=NC(=C2)C2CC2)=O